3,5-dimethoxy-4-n-propoxyphenethyl-amine COC=1C=C(CCN)C=C(C1OCCC)OC